6-(4-fluorophenyl)-4-hydroxy-1-(2-morpholinoethyl)-2-oxo-N-(spiro[2.3]hexan-5-yl)-1,2-dihydro-1,8-naphthyridine-3-carboxamide FC1=CC=C(C=C1)C=1C=C2C(=C(C(N(C2=NC1)CCN1CCOCC1)=O)C(=O)NC1CC2(CC2)C1)O